4-[5-chloro-8-(2,6-difluorophenyl)-2,3,7,9,12-pentazatricyclo[8.4.0.02,6]tetradeca-1(10),3,5,11,13-pentaen-13-yl]morpholine ClC=1C=NN2C=3C=C(N=CC3NC(NC12)C1=C(C=CC=C1F)F)N1CCOCC1